5-(5-(6-methylpyridin-2-yl)-1-(tetrahydro-2H-pyran-2-yl)-1H-pyrazol-4-yl)-1H-indazole CC1=CC=CC(=N1)C1=C(C=NN1C1OCCCC1)C=1C=C2C=NNC2=CC1